C(C)OC1=CC=C(C=C1)C=1SC=C(N1)C(=O)OC1COCC1 Tetrahydrofuran-3-yl 2-(4-ethoxyphenyl)thiazole-4-carboxylate